trimethyloxymethylsilane COC(OC)(OC)[SiH3]